Isoundecanol C(CCCCCCCC(C)C)O